1-((2-cyclopropylpyridin-4-yl)methyl)-4-(5-(difluoromethyl)-1,3,4-oxadiazol-2-yl)pyridin-2(1H)-one C1(CC1)C1=NC=CC(=C1)CN1C(C=C(C=C1)C=1OC(=NN1)C(F)F)=O